naphthalene-diimine C1(C(C=CC2=CC=CC=C12)=N)=N